2-(bis((4-chloro-2-pyridyl)methyl)amino)-N-(2,6-dimethylphenyl)acetamide ClC1=CC(=NC=C1)CN(CC(=O)NC1=C(C=CC=C1C)C)CC1=NC=CC(=C1)Cl